tris(4-methylphenyl)oxobismuth (V) CC1=CC=C(C=C1)[Bi](=O)(C1=CC=C(C=C1)C)C1=CC=C(C=C1)C